F[P-](F)(F)(F)(F)F.CN(C)C(N(C)C)=[N+]1N=[N+](C2=NC=CC=C21)[O-] [Bis(dimethylamino)methylene]-1H-1,2,3-triazolo[4,5-b]pyridinium-3-oxid hexafluoro-phosphate